CC1(C=2C=CC(=CC2CCC1)NC1CCC(CC1)NC(OC(C)(C)C)=O)C tert-butyl (4-((5,5-dimethyl-5,6,7,8-tetrahydronaphthalen-2-yl)amino)cyclohexyl)carbamate